rac-2,6-dimethoxy-N-(8-methoxy-5-methyl-4,5-dihydronaphtho[2,1-d]isoxazol-3-yl)benzenesulfonamide methyl-2-(tert-butoxycarbonylamino)-2-pyrazolo[1,5-b]pyridazin-6-yl-acetate COC(C(C=1C=CC=2N(N1)N=CC2)NC(=O)OC(C)(C)C)=O.COC2=C(C(=CC=C2)OC)S(=O)(=O)NC2=NOC1=C2C[C@H](C2=CC=C(C=C21)OC)C |r|